CC12CCCCC2CCC1=C 7a-methyl-1-methyleneoctahydro-1H-inden